6-amino-9-(4-((azetidin-3-ylamino)methyl)-2-methoxybenzyl)-2-ethoxy-9H-purin-8-ol NC1=C2N=C(N(C2=NC(=N1)OCC)CC1=C(C=C(C=C1)CNC1CNC1)OC)O